3-methyl-5-[(4-methyl-2H-pyran-2-yl)oxy]-valeraldehyde CC(CC=O)CCOC1OC=CC(=C1)C